C(C)(C)(C)OC(=O)N1C[C@@H](CC1)NC1=CC=NC2=C(C=CC=C12)OC (R)-3-((8-Methoxyquinolin-4-yl)amino)pyrrolidine-1-carboxylic acid tert-butyl ester